COC1=CC=C(C=C1)C#CC1=C(C=CC=C1)C(C#CC1=CC=CC=C1)=O 1-(2-((4-methoxyphenyl)ethynyl)phenyl)-3-phenylprop-2-yn-1-one